2-(3''-chloro-[1,1':3',1''-terphenyl]-3-yl)-9,9'-spirobi[fluorene] ClC=1C=C(C=CC1)C=1C=C(C=CC1)C1=CC(=CC=C1)C1=CC=2C3(C4=CC=CC=C4C2C=C1)C1=CC=CC=C1C=1C=CC=CC13